OCC(C(=O)OCCCC)=C n-butyl 2-(hydroxymethyl)acrylate